N-((cyclopropylmethyl)sulfonyl)-6-(methoxy-d3)-5-nitropicolinamide C1(CC1)CS(=O)(=O)NC(C1=NC(=C(C=C1)[N+](=O)[O-])OC([2H])([2H])[2H])=O